COC1=NC=C(C(=N1)OC)C=1C=C(C=2N(N1)C(=CN2)F)[C@@H]2[C@H](C2)C2=CC1=C(N=CS1)C=C2 6-((1S,2S)-2-(6-(2,4-dimethoxypyrimidin-5-yl)-3-fluoroimidazo[1,2-b]pyridazin-8-yl)cyclopropyl)benzo[d]thiazole